C(C1=CC=CC=C1)N1C(C(=CC2=CC(=CC=C12)Br)C(F)(F)F)=O 1-benzyl-6-bromo-3-(trifluoromethyl)quinolin-2(1H)-one